C[Si](N[C@H]1[C@@H](CCCC1)N[Si](C)(C)C)(C)C |r| N,N'-Bis(trimethylsilyl)-(±)-trans-1,2-diaminocyclohexane